N-tert-butyl-2-[[2-(1-ethylimidazol-4-yl)-5H,6H,7H-cyclopenta[d]pyrimidin-4-yl](methyl)amino]acetamide C(C)(C)(C)NC(CN(C)C=1C2=C(N=C(N1)C=1N=CN(C1)CC)CCC2)=O